methyl 6-(3-bromo-2-methylphenoxy)hexanoate BrC=1C(=C(OCCCCCC(=O)OC)C=CC1)C